7-((3,5-Dimethoxyphenyl)(prop-2-yn-1-yl)amino)-3-(1-methyl-1H-pyrazol-4-yl)-4H-pyrido[1,2-a]pyrimidin-4-one COC=1C=C(C=C(C1)OC)N(C=1C=CC=2N(C(C(=CN2)C=2C=NN(C2)C)=O)C1)CC#C